(S)-8-((3S,5R)-4-acryloyl-3,5-dimethylpiperazin-1-yl)-11-(4-fluorophenyl)-3-(pyridin-4-yl)-10-(trifluoromethyl)-3,4-dihydro-2H,6H-[1,4]thiazepino[2,3,4-ii]quinazolin-6-one C(C=C)(=O)N1[C@H](CN(C[C@H]1C)C1=NC(N2C3=C(C(=C(C=C13)C(F)(F)F)C1=CC=C(C=C1)F)SC[C@H](C2)C2=CC=NC=C2)=O)C